(Z)-5-((1-(p-tolyl)-1H-pyrrol-2-yl)methylene)thiazolidine-2,4-dione methyl-8-fluoro-2-methylimidazo[1,2-a]pyridine-6-carboxylate COC(=O)C=1C=C(C=2N(C1)C=C(N2)C)F.C2(=CC=C(C=C2)N2C(=CC=C2)\C=C/2\C(NC(S2)=O)=O)C